ClC=1C=C2C(=CN1)N(N=C2C=2C=NN(C2)C)C(=O)OC(C)(C)C tert-Butyl 5-chloro-3-(1-methyl-1H-pyrazol-4-yl)-1H-pyrazolo[3,4-c]pyridine-1-carboxylate